Cyclohexyl 1,4,5,6,7,8-hexahydro-2,7,7-trimethyl-4-(4-nitrophenyl)-5-oxo-3-quinolinecarboxylate CC=1NC=2CC(CC(C2C(C1C(=O)OC1CCCCC1)C1=CC=C(C=C1)[N+](=O)[O-])=O)(C)C